1-[4-(Azepan-1-yl)phenyl]-3-(4-hydroxy-3-nitrophenyl)prop-2-en-1-one N1(CCCCCC1)C1=CC=C(C=C1)C(C=CC1=CC(=C(C=C1)O)[N+](=O)[O-])=O